α,α-dimethylbenzylphenol CC(C1=CC=CC=C1)(C)C1=C(C=CC=C1)O